CC1(OB(OC1(C)C)C1=CCCN(C1)C(CCN1N=NC=C1)=O)C 1-(5-(4,4,5,5-tetramethyl-1,3,2-dioxaborolan-2-yl)-3,6-dihydropyridin-1(2H)-yl)-3-(1H-1,2,3-triazol-1-yl)propan-1-one